1,6-di(t-butylperoxycarbonyloxy)hexane dibutyl-benzene-1,2-Dicarboxylate C(CCC)OC(=O)C=1C(=CC=CC1)C(=O)OCCCC.C(C)(C)(C)OOC(=O)OCCCCCCOC(=O)OOC(C)(C)C